(3-Chloro-7-hydroxyquinolin-4-yl)(4-fluorophenyl)methanone ClC=1C=NC2=CC(=CC=C2C1C(=O)C1=CC=C(C=C1)F)O